methyl 4-[(7R)-7-amino-5-azaspiro[2.4]heptan-5-yl]butanoate N[C@H]1CN(CC12CC2)CCCC(=O)OC